CC(CC(=O)[O-])(CC(=O)[O-])C 3,3-dimethylglutaric acid anion